7-((4-chloro-2-fluorophenoxy)methyl)-3,4-dihydro-isoquinoline-2(1H)-carboxylic acid tert-butyl ester C(C)(C)(C)OC(=O)N1CC2=CC(=CC=C2CC1)COC1=C(C=C(C=C1)Cl)F